NC1=C(C(=O)NC=2SC(=C(N2)C)C)C=CC=C1 amino-N-(4,5-dimethylthiazol-2-yl)benzamide